(3-([1,1'-biphenyl]-2-ylethynyl)-1H-indazol-5-yl)(2-benzylpiperazin-1-yl)methanone C1(=C(C=CC=C1)C#CC1=NNC2=CC=C(C=C12)C(=O)N1C(CNCC1)CC1=CC=CC=C1)C1=CC=CC=C1